2,6-dihydroxy-4-methoxybenzoate OC1=C(C(=O)[O-])C(=CC(=C1)OC)O